N1C(=CC2=CC=CC=C12)CN1CCN(CC1)N1N=CC2=CC=CC=C12 (4-((1H-indol-2-yl)methyl)piperazin-1-yl)-1H-indazole